1-(2-hydroxyethyl)pyrrolidone OCCN1C(CCC1)=O